C(CCCCCCCCCCCCCCCCCCCCCC)(=O)OCCCCCCCCCCCCCC myristyl tricosanoate